N-(2-((1r,3r,5r,7r)-adamantan-2-ylamino)ethyl)-1,5-bis(4-chlorophenyl)-4-methyl-1H-pyrrole-3-carboxamide C12C(C3CC(CC(C1)C3)C2)NCCNC(=O)C2=CN(C(=C2C)C2=CC=C(C=C2)Cl)C2=CC=C(C=C2)Cl